C(C(=C)C)(=O)OCCOC(NCCOC(C(=C)C)=O)=O N-(2-methacryloyloxyethyl)carbamic acid (2-methacryloyloxyethyl) ester